di-tert-butyl[(4S)-5-hydroxypentane-1,4-diyl]biscarbamate C(C)(C)(C)OC(NCCC[C@@H](CO)NC(OC(C)(C)C)=O)=O